ClC1=CC=CC(=N1)N1CCC(CC1)C(C)C1=NC2=C(N1C[C@H]1OCC1)C=C(C=C2)C(=O)[O-] 2-(1-(1-(6-Chloropyridin-2-yl)piperidin-4-yl)ethyl)-1-(((S)-oxetan-2-yl)methyl)-1H-benzo[d]imidazole-6-carboxylate